3,4,12,18-tetrazatricyclo[12.3.1.12,5]nonadeca-1(18),2,4,14,16-pentaen-13-one C1=2C3=NN=C(CCCCCCNC(C(=CC=C1)N2)=O)C3